OC1=C(C=CC=C1)S(=O)(=O)Cl hydroxybenzene-1-sulfonyl chloride